FC1=CC=C(C=C1)C1=NC(=NC(=C1C#N)C(C)C)O (4-fluorophenyl)-2-hydroxy-6-isopropyl-pyrimidine-5-carbonitrile